N(=[N+]=[N-])C1(CCC1)C1=CC=CC2=CC=CC=C12 1-(1-azidocyclobutyl)naphthalene